N-[2-(4,4-difluorocyclohexyl)-4-(2-fluorophenyl)-3-pyridyl]-2-ethoxy-pyrimidine-5-carboxamide FC1(CCC(CC1)C1=NC=CC(=C1NC(=O)C=1C=NC(=NC1)OCC)C1=C(C=CC=C1)F)F